CN1C(=NN=C1)C(C)(C)C=1C=C(C=CC1)N1C(C2=C(C(=C1)C(F)(F)F)C=C(N2S(=O)(=O)C2=CC=C(C)C=C2)CN2C[C@H](CCC2)C)=O (S)-6-(3-(2-(4-methyl-4H-1,2,4-triazol-3-yl)propan-2-yl)phenyl)-2-((3-methylpiperidin-1-yl)methyl)-1-tosyl-4-(trifluoromethyl)-1,6-dihydro-7H-pyrrolo[2,3-c]pyridin-7-one